O=C1NC(CCC1NC(C1=CC(=CC=C1)OC1CC(C1)N(C(C)C)CC1CCNCC1)=O)=O N-(2,6-dioxopiperidin-3-yl)-3-[(1r,3r)-3-[[(piperidin-4-yl)methyl](propan-2-yl)amino]cyclobutoxy]benzamide